methyl-2-pyrroleformaldehyde butyl-((4'-((2-(2-hydroxypropan-2-yl)-1H-imidazol-1-yl)methyl)-5-isobutyl-[1,1'-biphenyl]-2-yl)sulfonyl)carbamate C(CCC)OC(NS(=O)(=O)C1=C(C=C(C=C1)CC(C)C)C1=CC=C(C=C1)CN1C(=NC=C1)C(C)(C)O)=O.CC1=C(NC=C1)C=O